FC1=C(CN2C(OCC=3C=NC=4N=C(C=CC4C32)OC)=O)C(=CC(=C1)SC)F 1-(2,6-difluoro-4-(methylthio)benzyl)-8-methoxy-1,4-dihydro-2H-[1,3]oxazino[5,4-c][1,8]naphthyridin-2-one